(E)-N-(2,3-dihydro-1H-inden-1-yl)-3-(5-fluoro-1H-indazol-6-yl)acrylamide C1(CCC2=CC=CC=C12)NC(\C=C\C1=C(C=C2C=NNC2=C1)F)=O